FC1=C(C=CC(=C1)F)[C@H](C)NC(CN1C(N(C2=CC=C(C=C2C1=O)F)COCCOC)=O)=O (S)-N-(1-(2,4-difluorophenyl)ethyl)-2-(6-fluoro-1-((2-methoxyethoxy)methyl)-2,4-dioxo-1,4-dihydroquinazolin-3(2H)-yl)acetamide